CSCC[C@@H](C(=O)O)N The molecule is the L-enantiomer of methionine. It has a role as a nutraceutical, a micronutrient, an antidote to paracetamol poisoning, a human metabolite and a mouse metabolite. It is an aspartate family amino acid, a proteinogenic amino acid, a methionine and a L-alpha-amino acid. It is a conjugate base of a L-methioninium. It is a conjugate acid of a L-methioninate. It is an enantiomer of a D-methionine. It is a tautomer of a L-methionine zwitterion.